ClC1=C(C=CC(=C1)NC=1C=2N(C=CN1)C(=CN2)C=2C(=NNC2)C(F)(F)F)C(=O)N2CCN(CC2)C(=O)[C@H]2CNC[C@@H](C2)O |r| [2-chloro-4-[[3-[3-(trifluoromethyl)-1H-pyrazol-4-yl]imidazo[1,2-a]pyrazin-8-yl]amino]phenyl]-[4-[rac-(3R,5R)-5-hydroxypiperidine-3-carbonyl]piperazin-1-yl]methanone